OC=1C=C(C2=COC3=CC(=CC=C3C2=O)O)C=CC1O 3',4',7-Trihydroxyisoflavone